C(C\C=C/CC)OC(=COC1=C(C=C(C=C1)CCC)OC)C1=CC=CC=C1 ((2-(((Z)-hex-3-en-1-yl)oxy)-2-phenylethenyl)oxy)-2-methoxy-4-propylbenzene